CN(CCC1=C(NC(=C1C(=O)N)C1=CC=CC=C1)C1=CC=C(C=C1)[N+](=O)[O-])C (2-(dimethylamino)ethyl)-2-(4-nitrophenyl)-5-phenylAzole-4-carboxamide